[6-(3-cyclopropyl-1,2,4-triazol-1-yl)-2-azaspiro[3.3]heptan-2-yl]-[6-[(3-ethyl-1,2,4-thiadiazol-5-yl)methyl]-2,6-diazaspiro[3.3]heptan-2-yl]methanone C1(CC1)C1=NN(C=N1)C1CC2(CN(C2)C(=O)N2CC3(C2)CN(C3)CC3=NC(=NS3)CC)C1